O.C(CC(O)(C(=O)O)CC(=O)O)(=O)O Citric Acid, Monohydrate